1-[1-(1-benzyl-3,3-difluoropiperidin-4-yl)azetidin-3-yl]piperazine C(C1=CC=CC=C1)N1CC(C(CC1)N1CC(C1)N1CCNCC1)(F)F